N-(4-(5-(difluoromethyl)-1,3,4-oxadiazol-2-yl)-2-fluorobenzyl)-N-(4-(furan-2-yl)phenyl)thiomorpholine-4-carboxamide FC(C1=NN=C(O1)C1=CC(=C(CN(C(=O)N2CCSCC2)C2=CC=C(C=C2)C=2OC=CC2)C=C1)F)F